C(C1CC(CCCC1)N=C=O)C1CC(CCCC1)N=C=O 1,1'-methylene-bis-(3-isocyanatocycloheptane)